6-chloro-4-{4-[(3,4-difluorophenyl)methyl]piperazin-1-yl}-1-methyl-2-oxo-1,2-dihydro-1,5-naphthyridine-3-carbonitrile ClC=1N=C2C(=C(C(N(C2=CC1)C)=O)C#N)N1CCN(CC1)CC1=CC(=C(C=C1)F)F